FC1=C(OC=2N=CC(=NC2)NC([C@H](C)N2CC(N(CC2)C(=O)C=2N=CC(N(C2)CCO)=O)(C)C)=O)C=CC(=C1)F (S)-N-(5-(2,4-difluorophenoxy)pyrazin-2-yl)-2-(4-(4-(2-hydroxyethyl)-5-oxo-4,5-dihydropyrazine-2-carbonyl)-3,3-dimethylpiperazin-1-yl)propanamide